4-(4-bromophenyl)-2,6-di(naphthalen-1-yl)pyridine-3,5-dicarbonitrile BrC1=CC=C(C=C1)C1=C(C(=NC(=C1C#N)C1=CC=CC2=CC=CC=C12)C1=CC=CC2=CC=CC=C12)C#N